(3S,3aR,8bR)-3-(2-hydroxyphenyl)-3a-nitro-2,3,3a,8b-tetrahydro-1H-benzofuro[2,3-c]pyrrole-1,1-dicarboxylic acid diethyl ester C(C)OC(=O)C1([C@@H]2[C@]([C@@H](N1)C1=C(C=CC=C1)O)(OC1=C2C=CC=C1)[N+](=O)[O-])C(=O)OCC